C1=NC=CC=2NC=3C=C(C=CC3C21)C=2C=CC(=NC2)N2CCC(CC2)CCO 2-[1-(5-[5H-pyrido[4,3-b]indol-7-yl]pyridin-2-yl)piperidin-4-yl]ethan-1-ol